C(C1=CC=CC=C1)C1=NC=CC2(C1)C(C1=CC=C(C=C1C2)Cl)=O benzyl-5-chlorospiro[indene-2,4'-pyridine]-1(3H)-one